2-(3-tert-butyl-5-methyl-2-hydroxyphenyl)-benzotriazole C(C)(C)(C)C=1C(=C(C=C(C1)C)N1N=C2C(=N1)C=CC=C2)O